FC(SC=1C(=NC=CC1)NC=1C=C(N=NC1C(NC([2H])([2H])[2H])=O)NC(OC)=O)F methyl (5-((3-((difluoromethyl)thio)pyridin-2-yl)amino)-6-((methyl-d3)carbamoyl)pyridazin-3-yl)carbamate